BrCC(=O)C1=CC=C(S1)CNC(CO)=O N-((5-(2-bromoacetyl)thiophen-2-yl)methyl)-2-hydroxyacetamide